1-methyl-4-(3-methylpyrrolidin-3-yl)piperidine CN1CCC(CC1)C1(CNCC1)C